C(=O)=C1OCCC1 ls-2-Carbonyl-tetrahydrofuran